C(CCCCCCC\C=C\CCCCCCCC)(=O)O trans-Elaidic acid